z-valeric acid C(CCCC)(=O)O